4-(tert-butyl)phenyl-methyl mercaptan C(C)(C)(C)C1=CC=C(C=C1)CS